OC(CN1CCC(CC1)NC1=C2C=C(N(C2=CC=C1)CC(F)(F)F)C1=CC=C2CC(NC2=C1)=O)COC 4-{[1-(2-hydroxy-3-methoxypropyl)piperidin-4-yl]amino}-1-(2,2,2-trifluoroethyl)-2',3'-dihydro-1H,1'H-[2,6'-biindol]-2'-one